(R,E)-4-amino-N-(5-chlorobenzo[d]oxazol-2-yl)-1-(1-(4-(piperidin-1-yl)but-2-enoyl)piperidin-3-yl)-1H-pyrazolo[3,4-d]pyrimidine-3-carboxamide NC1=C2C(=NC=N1)N(N=C2C(=O)NC=2OC1=C(N2)C=C(C=C1)Cl)[C@H]1CN(CCC1)C(\C=C\CN1CCCCC1)=O